ClC1=C(C=CC(=C1)Cl)C=1N=C(NC1)C=1SC=CC1 4-(2,4-Dichlorophenyl)-2-(2-thienyl)imidazole